(S)-1-(5-((4-isobutyl-3-methylpiperazin-1-yl)methyl)-4-methylbenzo[d]isoxazol-3-yl)dihydropyrimidine-2,4(1H,3H)-dione C(C(C)C)N1[C@H](CN(CC1)CC=1C=CC2=C(C(=NO2)N2C(NC(CC2)=O)=O)C1C)C